C1(CC1)NC1C[C@H](N(CC1)C(C(F)(F)F)=O)C1=CC=CC=C1 1-((2S)-4-(Cyclopropylamino)-2-phenylpiperidin-1-yl)-2,2,2-trifluoroethan-1-one